12-bromo-4,6,8,10-tetramethyltridecyl decyloxymethyl ether C(CCCCCCCCC)OCOCCCC(CC(CC(CC(CC(C)Br)C)C)C)C